C(C)(C)(C)OC(=O)N1[C@H](COCC1)C1=CC=C(C=C1)N1C(=CC2=C1N=CN(C2=O)CC2(CCN(CC2)C(C2=CC=C(C=C2)Cl)=O)O)Cl (S)-3-(4-(6-chloro-3-((1-(4-chlorobenzoyl)-4-hydroxypiperidin-4-yl)methyl)-4-oxo-3,4-dihydro-7H-pyrrolo[2,3-d]pyrimidin-7-yl)phenyl)morpholine-4-carboxylic acid tert-butyl ester